FC1=CC=C(C=C1)C=1N=C(NC1C1=CC=NC=C1)C1=CC=C(C=C1)S(=O)(=O)C 4-(4-fluorophenyl)-2-(4-methylsulfonylphenyl)-5-(4-pyridyl)imidazole